CC(CCCCCC)NC1=CC=C(C=C1)NC1=CC=CC=C1 N-(1-methyl-heptyl)-N'-phenyl-p-phenylenediamine